(2R,6S)-2-cyclopropyl-6-[1-(difluoromethyl)pyrazol-4-yl]-4-[4-(2,4-difluorophenyl)-6,7-dimethyl-pteridin-2-yl]morpholine C1(CC1)[C@@H]1CN(C[C@@H](O1)C=1C=NN(C1)C(F)F)C1=NC2=NC(=C(N=C2C(=N1)C1=C(C=C(C=C1)F)F)C)C